ClC=1N=C(C2=C(N1)N=C(C=C2C)C=2C=C(C=CC2)C)Cl 2,4-dichloro-5-methyl-7-(m-tolyl)pyrido[2,3-d]pyrimidine